O=C1NC(CCC1N1C(C2=CC=C(C=C2C1=O)N1CCC(CC1)CN1CCC(CC1)C(=O)N1CCN(CC1)C(=O)OCC1=CC=CC=C1)=O)=O benzyl 4-[1-[[1-[2-(2,6-dioxo-3-piperidyl)-1,3-dioxo-isoindolin-5-yl]-4-piperidyl]methyl]piperidine-4-carbonyl]piperazine-1-carboxylate